tert-butyl ((R)-4-(dimethylamino)-1,4-dioxo-1-(((R)-4-phenyl-1-(4,4,5,5-tetramethyl-1,3,2-dioxaborolan-2-yl) butyl)amino)butan-2-yl)carbamate CN(C(C[C@H](C(N[C@@H](CCCC1=CC=CC=C1)B1OC(C(O1)(C)C)(C)C)=O)NC(OC(C)(C)C)=O)=O)C